1-[(3S)-4-(3,4-difluorophenyl)-3-methyl-piperazin-1-yl]-2-methyl-prop-2-en-1-one FC=1C=C(C=CC1F)N1[C@H](CN(CC1)C(C(=C)C)=O)C